ClC=1C(=C(CNC(CNCCO)=O)C=CC1)F N-(3-chloro-2-fluorobenzyl)-2-((2-hydroxyethyl)amino)acetamide